1-benzoyl-4-[2-[4-methoxy-7-(3-methyl-1H-1,2,4-triazol-1-yl)-1-[(phosphonooxy)methyl]-1H-pyrrolo[2,3-c]pyridin-3-yl]-1,2-dioxoethyl]-piperazine C(C1=CC=CC=C1)(=O)N1CCN(CC1)C(C(=O)C1=CN(C2=C(N=CC(=C21)OC)N2N=C(N=C2)C)COP(=O)(O)O)=O